2-chloro-N-[2-(1H-indol-3-yl)ethyl]-7-(methoxymethyl)-7,8-dihydro-6H-pyrimido[5,4-b][1,4]oxazin-4-amine ClC=1N=C(C=2OCC(NC2N1)COC)NCCC1=CNC2=CC=CC=C12